(S)-3-chloro-N-(3-(1-((2-ethyl-2H-pyrazolo[3,4-b]pyrazin-6-yl)amino)ethyl)-4-fluorophenyl)-4-(pyrrolidin-1-ylmethyl)benzamide ClC=1C=C(C(=O)NC2=CC(=C(C=C2)F)[C@H](C)NC=2C=NC=3C(N2)=NN(C3)CC)C=CC1CN1CCCC1